4-oxo-6-((4-(trifluoromethoxy)benzyl)amino)1,4-dihydroquinoline-3-carboxylic acid O=C1C(=CNC2=CC=C(C=C12)NCC1=CC=C(C=C1)OC(F)(F)F)C(=O)O